(19R)-3-ethyl-16-fluoro-19-methyl-5,20-dioxa-4,8,9,10,11,23-hexaazapentacyclo[19.3.1.02,6.08,12.013,18]pentacosa-1(24),2(6),3,9,11,13,15,17,21(25),22-decaen-22-amine C(C)C=1C=2C3=CN=C(C(O[C@@H](C4=CC(=CC=C4C4=NN=NN4CC2ON1)F)C)=C3)N